C(C)S(=O)(=O)CC(C(=O)O)CCC(=O)O 2-[(ethanesulfonyl)methyl]glutaric acid